4-((3-chloro-4-fluorophenyl)amino)-1H-pyrrolo[2,3-c]pyridine-2-carboxylic acid ClC=1C=C(C=CC1F)NC1=C2C(=CN=C1)NC(=C2)C(=O)O